C(C1=CC=CC=C1)N1CCOC2=C1C=C(C=C2)C(CC=C)NC(=O)NC2=CC=C1C=CNC1=C2 1-[1-(4-benzyl-2,3-dihydro-1,4-benzoxazin-6-yl)but-3-enyl]-3-(1H-indol-6-yl)urea